2-(benzyloxycarbonylamino)-3,3-dicyclohexylpropionic acid C(C1=CC=CC=C1)OC(=O)NC(C(=O)O)C(C1CCCCC1)C1CCCCC1